2-[(6-chloro-5-fluoro-3-pyridyl)oxy]acetic acid ClC1=C(C=C(C=N1)OCC(=O)O)F